(1R,2S)-2-[3-({4-[2-(2,4-difluorophenyl)ethoxy]-2,6-dimethylbenzoyl}amino)-4-(trifluoromethyl)Phenyl]Cyclopropane FC1=C(C=CC(=C1)F)CCOC1=CC(=C(C(=O)NC=2C=C(C=CC2C(F)(F)F)C2CC2)C(=C1)C)C